1,4-dichlorohexanol ClC(CCC(CC)Cl)O